4-(4-(benzhydryl-piperazin-1-yl)butyl)-3-hydroxypyridine-carbaldehyde C(C1=CC=CC=C1)(C1=CC=CC=C1)C1N(CCNC1)CCCCC1=C(C(=NC=C1)C=O)O